(1R)-1-(14-fluoro-5,9-dioxa-2-azatetracyclo[8.8.0.02,7.012,17]octadeca-1(18),10,12(17),13,15-pentaen-16-yl)ethanamine FC1=CC=2C=C3OCC4COCCN4C3=CC2C(=C1)[C@@H](C)N